ClC=CC1=CC=CC=C1 Monochlorostyrol